3-[2-amino-5-[2-[[tert-butyl(dimethyl)silyl]oxymethyl]-6-(trifluoromethyl)-4-pyridyl]thiazol-4-yl]benzonitrile NC=1SC(=C(N1)C=1C=C(C#N)C=CC1)C1=CC(=NC(=C1)C(F)(F)F)CO[Si](C)(C)C(C)(C)C